C(C=C)(=O)OC1=C(C(=O)OC2=CC=CC=C2)C=C(C=C1)C phenyl 2-acryloyloxy-5-methylbenzoate